(6aS,9aR)-9a-Amino-8-((S)-2-amino-hydroxypropanoyl)-3-ethoxyoctahydro-[1,2]oxaborocino{6,7-c}pyrrol-1{3H}one N[C@]12[C@H](CN(C1)C([C@H](CO)N)=O)CCCB(OC2=O)OCC